1,7-dibenzyl-N-((1R,4s)-4-methylcyclohexyl)-4-oxooctahydro-6H-3,6-methanopyrrolo[3,2-c]pyridine-6-carboxamide C(C1=CC=CC=C1)N1CC2C3C(NC(C(C31)CC3=CC=CC=C3)(C2)C(=O)NC2CCC(CC2)C)=O